C1=CC=CC=2C3=CC=CC=C3C(C12)COC(NCC1=C(C(=CC=C1C(F)(F)F)Cl)SC1=NC=CC=C1C=O)=O N-[[3-chloro-2-[(3-formyl-2-pyridinyl)sulfanyl]-6-(trifluoromethyl)phenyl]methyl]carbamic acid 9H-fluoren-9-ylmethyl ester